C(C=C)(=O)OCC(C(C(=O)N1[C@@H](CCCC1)C(=O)O[C@H](CCC1=CC(=C(C(=C1)OC)OC)OC)C=1C=C(OCC(=O)O)C=CC1)=O)(C)C 2-(3-((R)-1-(((S)-1-(4-(acryloyloxy)-3,3-dimethyl-2-oxobutanoyl)piperidine-2-carbonyl)oxy)-3-(3,4,5-trimethoxyphenyl)propyl)phenoxy)acetic acid